tri-methylammonium bromide [Br-].C[NH+](C)C